OC=1C=C(CCNC(C=C)=O)C=CC1O N-(3,4-dihydroxy-phenethyl)acrylamide